N1C(=NC=C1)C(=O)OCC Ethyl 1H-imidazole-2-carboxylate